CN1C2=NCCCN2CCC1 7-methyl-1,5,7-triaza-bicyclo[4.4.0]dec-5-ene